1,2,7-trihydroxyanthraquinone OC1=C(C=CC=2C(C3=CC=C(C=C3C(C12)=O)O)=O)O